F[C@]12[C@H](C[C@@]3([C@]([C@@H](C[C@H]3[C@@H]1CCC1=CC(CC([C@]21C)O)=O)C)(C(CO)=O)O)C)O (8S,9R,10R,11S,13S,14S,16R,17R)-9-fluoro-1,11,17-trihydroxy-17-(2-hydroxyacetyl)-10,13,16-trimethyl-1,2,6,7,8,9,10,11,12,13,14,15,16,17-tetradecahydro-3H-cyclopenta[a]phenanthren-3-one